C(C)(=O)N1C[C@@H](OCC1)CC1=C(N=C2N1C=CC(=C2)C)C2=C(C=C(C=C2F)N2C(NCC2)=O)F (S)-1-(4-(3-((4-acetylmorpholin-2-yl)methyl)-7-methylimidazo[1,2-a]pyridin-2-yl)-3,5-difluorophenyl)imidazolidin-2-one